tetraphenyl-phosphine fluorine [F].C1(=CC=CC=C1)P(C1=CC=CC=C1)(C1=CC=CC=C1)C1=CC=CC=C1